2,2'-azanediyldiacetic acid N(CC(=O)O)CC(=O)O